2-methoxy-2-(4-methoxyphenyl)acetic acid COC(C(=O)O)C1=CC=C(C=C1)OC